C(=O)O.ClC1=C(C(=O)N2CCN(CC2)C(=O)N[C@H]2CNC[C@@H]2O)C=CC(=C1)NC(=O)C=1N(C(=CN1)C1=C(C(=C(C=C1)OC)F)F)C 4-[2-chloro-4-[[5-(2,3-difluoro-4-methoxy-phenyl)-1-methyl-imidazole-2-carbonyl]amino]benzoyl]-N-[(3S,4S)-4-hydroxypyrrolidin-3-yl]piperazine-1-carboxamide formate